3-(3-(4-(5-(difluoromethyl)-1,3,4-oxadiazol-2-yl)-2,6-difluorobenzyl)-1,2,4-oxadiazol-5-yl)aniline FC(C1=NN=C(O1)C1=CC(=C(CC2=NOC(=N2)C=2C=C(N)C=CC2)C(=C1)F)F)F